(S)-N-(3,5-difluoro-4-((6-((1-hydroxypropan-2-yl)oxy)quinolin-4-yl)oxy)phenyl)-4-methoxynicotinamide FC=1C=C(C=C(C1OC1=CC=NC2=CC=C(C=C12)O[C@H](CO)C)F)NC(C1=CN=CC=C1OC)=O